C1(CCCCC1)C=CC(C)(O)C 4-cyclohexyl-2-methylbuten-2-ol